FC1=C2CC(C(=NC2=CC=C1C=O)C)=O 5-fluoro-2-methyl-3-oxo-3,4-dihydroquinoline-6-carbaldehyde